5-hydroxy-2-pyridineformaldehyde OC=1C=CC(=NC1)C=O